FC1=C(C=C(C(=C1)C)F)[C@H]1CC=NN1C(=O)C12CC(C1)(C2)COC=2N=CC(=NC2)C#N (R)-5-((3-(5-(2,5-difluoro-4-methylphenyl)-4,5-dihydro-1H-pyrazole-1-carbonyl)bicyclo[1.1.1]pentan-1-yl)methoxy)pyrazine-2-carbonitrile